C(C)(C)N1N=C(C=C1)C=1C(=C2C(=NC(=NN2C1)C=1N(C=CN1)C)O)C1=CC=CC=C1 6-(1-isopropyl-1H-pyrazol-3-yl)-2-(1-methyl-1H-imidazol-2-yl)-5-phenylpyrrolo[2,1-f][1,2,4]triazin-4-ol